tert-Butoxyhydroxy-L-lysine C(C)(C)(C)ON([C@@H](CCCCN)C(=O)O)O